N-arachidonyl-dopamine-d8 C(CCC\C=C/C\C=C/C\C=C/C\C=C/CCCCC)N(C(C(C1=C(C(O)=C(O)C(=C1[2H])[2H])[2H])([2H])[2H])([2H])[2H])[2H]